4-chloro-3-((1-(4-(2-cyclopropoxyphenyl)pyridin-3-yl)cyclopropoxy)methyl)N,N-dimethylbenzamide ClC1=C(C=C(C(=O)N(C)C)C=C1)COC1(CC1)C=1C=NC=CC1C1=C(C=CC=C1)OC1CC1